C1NCCC2=CC(=CC=C12)C=1C=NOC1 4-(1,2,3,4-tetrahydroisoquinolin-6-yl)isoxazole